N6-methyl-amino-adenosine CNC=1C=2N=CN([C@]3([C@H](O)[C@H](O)[C@@H](CO)O3)N)C2N=CN1